tert-butyl 4-(2-amino-5-methylthiazol-4-yl)-3,6-dihydropyridine-1(2H)-carboxylate NC=1SC(=C(N1)C=1CCN(CC1)C(=O)OC(C)(C)C)C